4-(2-((tetrahydrofuran-2-yl)methoxy)-6-(3-(m-tolyl)-1H-pyrazol-1-yl)pyrimidin-4-yl)-5,6-dihydro-2H-pyran-2-one O1C(CCC1)COC1=NC(=CC(=N1)C1=CC(OCC1)=O)N1N=C(C=C1)C=1C=C(C=CC1)C